OCC12CC(C1)(C2)N2C(N1[C@@H]([C@H](NCC1)C(=O)OCC)C2)=O ethyl (8S,8aR)-2-(3-(hydroxymethyl)bicyclo[1.1.1]pentan-1-yl)-3-oxooctahydroimidazo[1,5-a]pyrazine-8-carboxylate